C(C)(C)(C)OC(=O)N1C(CC2=CC=CC=C12)(C(C)C1(CC1)NC(=O)OC(C)(C)C)N 2-amino-2-(1-(((tert-butoxycarbonyl)amino)cyclopropyl)ethyl)-1H-indole-1-carboxylic acid tert-butyl ester